(3-(2-(5-((3,5-dimethylpyrazin-2-yl)amino)-1H-pyrazol-3-yl)ethyl)-4-fluorophenyl)-3-(trifluoromethyl)benzamide CC=1C(=NC=C(N1)C)NC1=CC(=NN1)CCC=1C=C(C=CC1F)C1=C(C(=O)N)C=CC=C1C(F)(F)F